CNC(=O)C=1C=C(C=CC1)B(O)O (3-(methylcarbamoyl)phenyl)boronic acid